ClC1=CC(=C(C=C1C1=NOC(C1)(C)C(=O)ON=C(C)C)N1C(N(C(=CC1=O)C(F)(F)F)C)=O)F 3-[4-chloro-2-fluoro-5-(5-{[(isopropylideneamino)oxy]carbonyl}-5-methyl-4,5-dihydro-1,2-oxazol-3-yl)phenyl]-1-methyl-6-(trifluoromethyl)pyrimidine-2,4(1H,3H)-dione